2-acetyl-8-(4-chloro-2-fluorophenyl)-7-methyl-5-(4-(trifluoromethyl)benzyl)-2,5,8-triazaspiro[3.5]nonane-6,9-dione C(C)(=O)N1CC2(C1)N(C(C(N(C2=O)C2=C(C=C(C=C2)Cl)F)C)=O)CC2=CC=C(C=C2)C(F)(F)F